C(C1CO1)N(CC1CO1)CC1C(CCCC1)CN(CC1CO1)CC1CO1 1,2-bis(N,N-diglycidylaminomethyl)cyclohexane